6-(((R)-2-hydroxy-2-methylbut-3-yn-1-yl)oxy)-4-(6-(6-((6-methoxypyridine-3-yl)methyl)-3,6-diazabicyclo[3.1.1]heptan-3-yl)pyridin-3-yl)pyrazolo[1,5-a]pyridine-3-carbonitrile O[C@@](COC=1C=C(C=2N(C1)N=CC2C#N)C=2C=NC(=CC2)N2CC1N(C(C2)C1)CC=1C=NC(=CC1)OC)(C#C)C